3-acetyl-7-fluoro-4-methylquinolin-2(1H)-one C(C)(=O)C=1C(NC2=CC(=CC=C2C1C)F)=O